O1N=C(C2=C1C=CC=C2)C2=C(C=CC=C2)[C@H](CC2=NC=CC=C2C2CC2)N[S@@](=O)C(C)(C)C (S)-N-{(S)-1-[2-(Benzo[d]isoxazol-3-yl)phenyl]-2-(3-cyclopropylpyridine-2-yl)ethyl}-2-methylpropane-2-sulfinamide